ClC1=CC2=C(N=C(N=C2N2CCN(CC2)C(C=C)=O)O[C@@H]2CN(C[C@H]2CC)C)C(=N1)OC1=C2C=NNC2=CC(=C1Cl)F [4-(6-chloro-8-[(5-chloro-6-fluoro-1H-indazol-4-yl)oxy]-2-{[(3S,4R)-4-ethyl-1-methylpyrrolidin-3-yl]oxy}pyrido[3,4-d]pyrimidin-4-yl)piperazin-1-yl]prop-2-en-1-one